OC1=C(C=C(C=C1I)CC(=O)N[C@@H](CC(C)C)C(=O)N[C@@H](CC(C)C)C(=O)N[C@@H](CC(C)C)C(=O)O)[N+](=O)[O-] 4-hydroxy-5-iodo-3-nitrophenylacetyl-L-leucinyl-L-leucinyl-L-leucin